O=C1NC(CCC1N1C(C2=CC=C(C=C2C1=O)OCCC1CCN(CC1)CC1CC(C1)OC1=NC=C(C(=C1)NC1=NC2=CC=CN=C2C(=C1)F)F)=O)=O 2-(2,6-dioxopiperidin-3-yl)-5-(2-(1-(((1r,3r)-3-((5-fluoro-4-((4-fluoro-1,5-naphthyridin-2-yl)amino)pyridin-2-yl)oxy)cyclobutyl)methyl)piperidin-4-yl)ethoxy)isoindoline-1,3-dione